methyl 2-(4-hydroxycyclohexyl)acetate OC1CCC(CC1)CC(=O)OC